O=C1NC(CCC1N1C(N(C2=C1C=CC(=C2)C2CC1(CN(C1)C(=O)OC(C)(C)C)C2)C)=O)=O Tert-butyl 6-[1-(2,6-dioxo-3-piperidyl)-3-methyl-2-oxo-benzimidazol-5-yl]-2-azaspiro[3.3]heptane-2-carboxylate